1-(5-(6,6-dimethyl-4,5,6,7-tetrahydro-1H-indazol-3-yl)-1,2,4-oxadiazol-3-yl)-2,3-dihydroindole-5-carbaldehyde CC1(CCC=2C(=NNC2C1)C1=NC(=NO1)N1CCC2=CC(=CC=C12)C=O)C